5-{2-amino-[1,2,4]triazolo-[1,5-a]pyridin-7-yl}-N-{[2-(cyclobutylmethoxy)-6-fluorophenyl]methyl}-2-methoxy-6-methylpyridine-3-carboxamide NC1=NN2C(C=C(C=C2)C=2C=C(C(=NC2C)OC)C(=O)NCC2=C(C=CC=C2F)OCC2CCC2)=N1